FC1=C(COC=2C=C3N(C(N2)=O)CC2N3COC2)C=C(C(=C1)F)F 6-((2,4,5-trifluorobenzyl)oxy)-10,10a-dihydro-1H-oxazolo[3',4':3,4]imidazo[1,2-c]pyrimidin-8(3H)-one